N-Methyl-2-((2-((2-oxo-1-(piperidin-4-ylmethyl)indolin-5-yl)amino)-5-(trifluoro-methyl)pyrimidin-4-yl)amino)benzamide CNC(C1=C(C=CC=C1)NC1=NC(=NC=C1C(F)(F)F)NC=1C=C2CC(N(C2=CC1)CC1CCNCC1)=O)=O